(3S)-2-(aminomethyl)-2-(2-fluoro-5-(9-isopropyl-9H-purin-6-yl)phenyl)-3-methylpentanoic acid methyl ester hydrochloride Cl.COC(C([C@H](CC)C)(C1=C(C=CC(=C1)C1=C2N=CN(C2=NC=N1)C(C)C)F)CN)=O